ClC1=C2C(=C(N=C1)OC)NC(=C2)C(=O)OCC ethyl 4-chloro-7-methoxy-1H-pyrrolo[2,3-c]pyridine-2-carboxylate